1-(4-(8-amino-3-isopropyl-5-(4-(methylamino)cyclohex-1-en-1-yl)imidazo[1,5-a]pyrazin-1-yl)naphthalen-1-yl)-3-(3,5-difluorophenyl)urea NC=1C=2N(C(=CN1)C1=CCC(CC1)NC)C(=NC2C2=CC=C(C1=CC=CC=C21)NC(=O)NC2=CC(=CC(=C2)F)F)C(C)C